6-(3-methoxy-2,6-dimethylphenyl)-2-(methylsulfonyl)imidazo[1',2':1,6]pyrido[2,3-d]pyrimidine COC=1C(=C(C(=CC1)C)C1=CC2=C(N=C(N=C2)S(=O)(=O)C)N2C1=NC=C2)C